C1(CCC1)CN(C(OC(C)(C)C)=O)[C@H]1CN(CCC1)C=1C=NC(=CC1)C(C)N1N=NC(=C1)C=1C=NC=C(C1)OC tert-butyl N-(cyclobutylmethyl)-N-[(3R)-1-[6-[1-[4-(5-methoxy-3-pyridyl)triazol-1-yl]ethyl]-3-pyridyl]-3-piperidyl]carbamate